5-(3-(3-(2-(2-(2-(2,5-dioxo-2,5-dihydro-1H-pyrrol-1-yl)ethoxy)ethoxy)ethoxy)-propanamido)-4-(phosphonooxy)phenyl)-2-methylpentanoic acid O=C1N(C(C=C1)=O)CCOCCOCCOCCC(=O)NC=1C=C(C=CC1OP(=O)(O)O)CCCC(C(=O)O)C